N=S1(NC(C2=C(C1)C=CC=C2)=O)=O 2-imino-2,3-dihydro-2λ4-benzo[d][1,2]thiazin-4(1H)-one 2-oxide